N,N-dimethyllysergamide CN(C(=O)[C@H]1CN(C)[C@@H]2CC3=CNC4=CC=CC(C2=C1)=C34)C